N-cyclopentyl-N-((1-ethyl-1,2,3,4-tetrahydroquinolin-6-yl)methyl)-4-(2-methoxyethyl)benzenesulfonamide C1(CCCC1)N(S(=O)(=O)C1=CC=C(C=C1)CCOC)CC=1C=C2CCCN(C2=CC1)CC